1-Chloro-2-methylpropyl carbonchloridate C(OC(C(C)C)Cl)(=O)Cl